4-(piperidin-4-ylethynyl)thiazole-2-carboxamide N1CCC(CC1)C#CC=1N=C(SC1)C(=O)N